tri-octyl phosphite P(OCCCCCCCC)(OCCCCCCCC)OCCCCCCCC